2-(1-(allyloxy)propyl)-1-bromo-4-(trifluoromethyl)benzene C(C=C)OC(CC)C1=C(C=CC(=C1)C(F)(F)F)Br